C(C)[NH+]1CCOCC1 N-ethyl-morpholinium